3-n-propyl-adamantan-1-amine 2-(1-hydroxypentyl)benzoate OC(CCCC)C1=C(C(=O)O)C=CC=C1.C(CC)C12CC3(CC(CC(C1)C3)C2)N